6-carbamimidoyl-2-naphthyl-4-guanidinobenzoate C(N)(=N)C=1C=C2C=CC(=CC2=CC1)OC(C1=CC=C(C=C1)NC(=N)N)=O